O(C)C=1C=NC=NC1 5-methoxylpyrimidine